CC(C)(C)OC(=O)N1CC2=C(C=3N=CC=NC3C(=C2C)Br)C1 5-Bromo-6-methyl-8,9-dihydro-7H-pyrrolo[4,3-f]quinoxaline-8-carboxylic acid-2-methylpropan-2-yl ester